1-(6-Chloro-1,3-dihydro-2H-pyrrolo[3,4-c]pyridin-2-yl)ethan-1-one ClC1=CC2=C(C=N1)CN(C2)C(C)=O